C(C)(C)(C)OC(=O)N1N=C(C=2C1=CN=CC2)NC(C2=C(C=C(C=C2)N2CCNCC2)OC)=O 3-(2-methoxy-4-(piperazin-1-yl)benzamido)-1H-pyrazolo[3,4-c]pyridine-1-carboxylic acid tert-butyl ester